ClC1=CC(=NC2=C3N=C(C=CC3=CC=C12)C1=CC=CC=C1)C 4-chloro-2-methyl-9-phenyl-1,10-phenanthroline